C(C)(C)(C)OC(=O)N1C(CCCC1)C(O)C1=CC(=CC=C1)COC1=C(C=C(C=C1)C)Cl ((3-((2-chloro-4-methylphenoxy)methyl)phenyl)(hydroxy)methyl)piperidine-1-carboxylic acid tert-butyl ester